C(C)C1=CC=CC=C1 6-ethylbenzol